CC1(N(CC2(C1)CCN(CC2)C(=O)OC(C(F)(F)F)C(F)(F)F)CC2=C(C=CC(=C2)CN2CCOCC2)OC(F)(F)F)C 1,1,1,3,3,3-hexafluoropropan-2-yl 3,3-dimethyl-2-(5-(morpholinylmethyl)-2-(trifluoromethoxy) benzyl)-2,8-diazaspiro[4.5]decane-8-carboxylate